4-(6-((1-(4-fluorophenyl)-4-methyl-1H-1,2,3-triazol-5-yl)methoxy)pyridazin-3-yl)piperazin-2-one FC1=CC=C(C=C1)N1N=NC(=C1COC1=CC=C(N=N1)N1CC(NCC1)=O)C